O=C1N2C(N=NN1CCOC(F)(F)F)=C(N=C2)C(SCC)=O S-ethyl 4-oxo-3-(2-(trifluoromethoxy)ethyl)-3,4-dihydroimidazo[5,1-d][1,2,3,5]tetrazine-8-carbothioate